C1(C=CC(N1C(CCCC(=O)O)C)=O)=O δ-maleimidocaproic acid